N-[4-(3-cyanophenyl)-5-(2,6-dimethyl-4-pyridinyl)thiazol-2-yl]-2-methyl-3-oxo-2,8-diazaspiro[4.5]decane-8-carboxamide C(#N)C=1C=C(C=CC1)C=1N=C(SC1C1=CC(=NC(=C1)C)C)NC(=O)N1CCC2(CC(N(C2)C)=O)CC1